(1s,4s)-4-(4-Bromo-1-oxoisoindolin-2-yl)-N-(2,3-dihydrobenzo[b][1,4]dioxin-6-yl)cyclohexanecarboxamide BrC1=C2CN(C(C2=CC=C1)=O)C1CCC(CC1)C(=O)NC1=CC2=C(OCCO2)C=C1